methyl rel-(1S,2S)-2-ethynylcyclopropanecarboxylate C(#C)[C@@H]1[C@H](C1)C(=O)OC |o1:2,3|